NCCOC1=C(C=C(C=C1)CC(=O)N)OC 2-[4-(2-aminoethoxy)-3-methoxyphenyl]Acetamide